(4R)-tert-butyl 4-((8R,9aS)-8-((tert-butoxycarbonyl)amino)-5-(2-hydroxyethyl)-1-oxohexahydro-1H-pyrrolo[1,2-a][1,4]diazepin-2(3H)-yl)-5-((3,4-dichlorobenzyl)amino)-5-oxopentanoate C(C)(C)(C)OC(=O)N[C@@H]1C[C@@H]2N(C(CCN(C2=O)[C@H](CCC(=O)OC(C)(C)C)C(=O)NCC2=CC(=C(C=C2)Cl)Cl)CCO)C1